ClC1=C(C(=O)NC=2OC=NN2)C=CC(=C1SC)OC(F)F 2-chloro-4-(difluoromethoxy)-3-(methylthio)-N-(1,3,4-oxadiazol-2-yl)benzamide